6-[(S)-1-Acryloyl-3-(2,3-dichloro-6-fluorophenyl)-3-pyrrolidinylamino]-3-methyl-4(3H)-quinazolinone C(C=C)(=O)N1C[C@](CC1)(C1=C(C(=CC=C1F)Cl)Cl)NC=1C=C2C(N(C=NC2=CC1)C)=O